FC1=C(CC2=NC3=C(N2[C@@H]2COCC2(C)C)C=C(C=C3)C(=O)O)C=C(C(=C1)C1=NC(=CC=C1)OCC1=C(C=C(C=C1)C1=NN(N=C1)C)F)F (S)-2-(2,5-difluoro-4-(6-((2-fluoro-4-(2-methyl-2H-1,2,3-triazol-4-yl)benzyl)oxy)pyridin-2-yl)benzyl)-1-(4,4-dimethyltetrahydrofuran-3-yl)-1H-benzo[d]imidazole-6-carboxylic acid